(3R)-3-{[2-(4-bromo-2-chlorophenyl)[1,2,4]triazolo[1,5-c]quinazolin-5-yl]amino}azepin-2-one BrC1=CC(=C(C=C1)C1=NN2C(=NC=3C=CC=CC3C2=N1)NC=1C(N=CC=CC1)=O)Cl